5-(3-{(1R)-1-[(6,7-dimethoxy-2-methylquinazolin-4-yl)amino]ethyl}phenyl)pyridin-2-ol COC=1C=C2C(=NC(=NC2=CC1OC)C)N[C@H](C)C=1C=C(C=CC1)C=1C=CC(=NC1)O